2-trifluoromethyl-imidazolid FC(C=1[N-]C=CN1)(F)F